3-((5-(5-(difluoromethyl)-1,3,4-oxadiazol-2-yl)pyridin-2-yl)methyl)-5-fluoro-6-(5-morpholinylpyridin-3-yl)benzo[d]oxazol-2(3H)-one FC(C1=NN=C(O1)C=1C=CC(=NC1)CN1C(OC2=C1C=C(C(=C2)C=2C=NC=C(C2)N2CCOCC2)F)=O)F